Cl.Cl.CC=1C(=NC(=CC1)C(=O)NC=1C(=NN(C1)C)C1=NC=C(C=C1)N1CCN(CC1)C)C=1C=NC=CC1 methyl-N-(1-methyl-3-(5-(4-methylpiperazin-1-yl)pyridin-2-yl)-1H-pyrazol-4-yl)-[2,3'-bipyridine]-6-carboxamide dihydrochloride